(2-(4-(7,8-dihydro-[1,4]dioxino[2,3-g]quinazolin-4-yl)piperazin-1-yl)ethyl)phosphonic acid N1=CN=C(C2=CC3=C(C=C12)OCCO3)N3CCN(CC3)CCP(O)(O)=O